C(CCC)N1C2=C(C=C(C=C2C=2C=C(C=C(C12)C1=NC=CC=C1)C1=NC=CC=C1)C1=NC=CC=C1)C1=NC=CC=C1 9-butyl-1,3,6,8-tetra(pyridin-2-yl)-9H-carbazole